2-bromo-N-(4,5-dimethylisoxazol-3-yl)-4-fluorobenzenesulfonamide BrC1=C(C=CC(=C1)F)S(=O)(=O)NC1=NOC(=C1C)C